2-(piperazin-1-yl)-4-(trifluoromethyl)pyrimidine N1(CCNCC1)C1=NC=CC(=N1)C(F)(F)F